C(C)N1C=C([C@H]2[C@H](O)[C@H](O)[C@@H](CO)O2)C(NC1=O)=O N1-Ethylpseudouridine